Dodecanoylglycine C(CCCCCCCCCCC)(=O)NCC(=O)O